FC(C1=NC=CC(=C1)C1(NC(=NC=N1)N)N)(F)F 4-(2-(trifluoromethyl)pyridin-4-yl)-1,3,5-triazine-2,4-diamine